methyl 2-(3-((3-chloro-1-methyl-1H-pyrazolo[3,4-d]pyrimidin-6-yl)amino)phenyl)-2-methylpropanoate ClC1=NN(C2=NC(=NC=C21)NC=2C=C(C=CC2)C(C(=O)OC)(C)C)C